1-(6-chloro-2-pyridinyl)cyclopentanecarbonitrile ClC1=CC=CC(=N1)C1(CCCC1)C#N